FC(C(=O)C(C(C)=O)=CN(C)C)F 3-(difluoroacetyl)-4-(dimethylamino)-3-butene-2-one